Cl.Cl.CC1(OC2(CCNCC2)C=2C1=NC=CC2)C 7,7-Dimethylspiro[furo[3,4-b]pyridine-5,4'-piperidine] dihydrochloride